1-methyl-2-ethyl-imidazole bromide [Br-].CN1C(=NC=C1)CC